(R)-N-(4-fluoro-3-methylphenyl)-2-hydroxy-2-phenylacetamide FC1=C(C=C(C=C1)NC([C@@H](C1=CC=CC=C1)O)=O)C